Ethyl 6,7-dichloropyrazolo[1,5-a]pyridine-3-carboxylate ClC=1C=CC=2N(C1Cl)N=CC2C(=O)OCC